FC=1C=C(C=CC1F)CN1N=C(N=C1)C(=O)O 1-[(3,4-difluorophenyl)methyl]-1,2,4-triazole-3-carboxylic acid